5-[2-(2,6-diazaspiro[3.3]heptan-2-yl)ethoxy]-2-(2,6-dioxo-3-piperidyl)isoindoline-1,3-dione trifluoroacetate FC(C(=O)O)(F)F.C1N(CC12CNC2)CCOC=2C=C1C(N(C(C1=CC2)=O)C2C(NC(CC2)=O)=O)=O